(2'R,4S,4'R)-3-methyl-1-phenyl-2'-(o-tolyl)-1'-tolyl-4'-vinyl-1',4'-dihydro-2'H-spiro[pyrazole-4,3'-quinoline]-5(1H)-one CC1=NN(C([C@@]12[C@H](N(C1=CC=CC=C1[C@H]2C=C)C2=C(C=CC=C2)C)C2=C(C=CC=C2)C)=O)C2=CC=CC=C2